(S)-4-(4-amino-6-(4-methacrylamido-phenyl)-7-methyl-7H-pyrrolo[2,3-d]pyrimidin-5-yl)-N-(tetrahydrofuran-3-yl)benzamide NC=1C2=C(N=CN1)N(C(=C2C2=CC=C(C(=O)N[C@@H]1COCC1)C=C2)C2=CC=C(C=C2)NC(C(=C)C)=O)C